CN1N=C2N=CC(=CC2=C1)C1=CC=C2C(=N1)SC(=C2)C2(CC1(CC1)C2)O 5-(6-(2-methyl-2H-pyrazolo[3,4-b]pyridin-5-yl)thieno[2,3-b]pyridin-2-yl)spiro[2.3]hexan-5-ol